COC(C1=NC(=CC=C1C=1C(=CC2=C(OCCC3=C2SC=C3)C1)C(NC1=C(C=C(C=C1)CN)C)=O)C(NCCCCO)=O)=O.BrC=1C(=NC=CC1)NC(C(C)(C)C)=O N-(3-bromopyridin-2-yl)pivalamide methyl-3-(9-((4-(aminomethyl)-2-methylphenyl)carbamoyl)-4,5-dihydrobenzo[b]thieno[2,3-d]oxepin-8-yl)-6-((4-hydroxybutyl)carbamoyl)picolinate